C(C1=CC=CC=C1)(=O)N1C(CC(C=C1\C=C\C1=CC2=CC=C(C=C2C=C1)O)=C(C#N)C#N)C1=CC=CC=C1 (E)-2-(1-benzoyl-6-(2-(6-hydroxynaphthalen-2-yl)vinyl)-2-phenyl-2,3-dihydropyridin-4(1H)-ylidene)malononitrile